BrC=1C=C2C=CN(C(C2=CC1)=O)C1CN(CCC1)C(=O)OC(C)(C)C tert-butyl 3-(6-bromo-1-oxoisoquinolin-2-yl)piperidine-1-carboxylate